C(C(=O)C)(=O)OC1CCCCC1 cyclohexyl pyruvate